allyl (6aS)-2-methoxy-3-((8-methoxy-8-oxooctyl)oxy)-12-oxo-6-((tetrahydro-2H-pyran-2-yl)oxy)-6,6a,7,8,9,10-hexahydrobenzo[e]pyrido[1,2-a][1,4]diazepine-5(12H)-carboxylate COC1=CC2=C(N(C([C@H]3N(C2=O)CCCC3)OC3OCCCC3)C(=O)OCC=C)C=C1OCCCCCCCC(=O)OC